N1C(=CC2=CC=CC=C12)C=1C=C2N(C=CN=C2C2=CC(=C(C(=C2)OC)OC)OC)C1 7-(1H-indol-2-yl)-1-(3,4,5-trimethoxyphenyl)-pyrrolo[1,2-a]pyrazine